methyl 4-fluorobenzenesulfinate FC1=CC=C(C=C1)S(=O)OC